(S)-7,7-dimethyl-4-((3-methylpiperidin-1-yl)methyl)-6,7-dihydro-5H-cyclopenta[b]pyridine-2-carboxylic acid methyl ester COC(=O)C1=CC(=C2C(=N1)C(CC2)(C)C)CN2C[C@H](CCC2)C